methyl 5-(3-bromophenoxy)-1-tosyl-1H-indole-4-carboxylate BrC=1C=C(OC2=C(C=3C=CN(C3C=C2)S(=O)(=O)C2=CC=C(C)C=C2)C(=O)OC)C=CC1